N-(4-bromophenyl)-N-(2-methylallyl)propanamide BrC1=CC=C(C=C1)N(C(CC)=O)CC(=C)C